COC(=O)C1(CCN(CC1)C1=C(C=C(C=C1)C(F)(F)F)C#N)C=1C=NC(=CC1)C=1NC=CC1 1-[2-cyano-4-(trifluoromethyl)phenyl]-4-[6-(1H-pyrrol-2-yl)pyridin-3-yl]piperidine-4-carboxylic acid methyl ester